3-(2-((4-((S)-3-(4-chloro-2-fluorophenyl)-2,3-dihydrobenzo[b][1,4]dioxin-5-yl)piperidin-1-yl)methyl)-1-(((S)-oxetan-2-yl)methyl)-1H-imidazol-5-yl)propynoic acid ClC1=CC(=C(C=C1)[C@@H]1OC2=C(OC1)C=CC=C2C2CCN(CC2)CC=2N(C(=CN2)C#CC(=O)O)C[C@H]2OCC2)F